C(=C)(C)CC(O)(C)C(C)(C)O isopropenylpinacol